L-alanine oxetan-3-ylmethyl ester O1CC(C1)COC([C@@H](N)C)=O